C(C)(C)(C)OC(=O)N(CCC1=NC(=CC=C1[N+](=O)[O-])OC)CC1=C(C=CC(=C1F)OC(F)(F)F)NC1=C(C(=O)OC)C=C(C(=C1)F)F methyl 2-((2-(((tert-butoxy-carbonyl)(2-(6-methoxy-3-nitropyridin-2-yl)ethyl)amino)methyl)-3-fluoro-4-(trifluoro-methoxy)phenyl)amino)-4,5-difluorobenzoate